C[C@@]1(CN(CC1)C(=O)[O-])COS(=O)(=O)C1=CC=C(C)C=C1 (R)-3-methyl-3-((tosyloxy)methyl)pyrrolidine-1-carboxylate